NC1=NC=C(C2=C1C=NN2COCC[Si](C)(C)C)NC(C(=O)N2C(CCCC2)C2CCCC2)=O N-(4-amino-1-((2-(trimethylsilyl)ethoxy)methyl)-1H-pyrazolo[4,3-c]pyridin-7-yl)-2-(2-cyclopentylpiperidin-1-yl)-2-oxoacetamide